P(O)(O)(O)=O.N1CCOCC1 morpholine-phosphoric acid